(S)-5-chloro-2-((6-fluoro-2-methylpyridin-3-yl)oxy)-N-(2-(S-methylamino-thiosulfonyl)pyridin-4-yl)-4-(trifluoromethyl)benzamide ClC=1C(=CC(=C(C(=O)NC2=CC(=NC=C2)[S@@](=SC)(=O)N)C1)OC=1C(=NC(=CC1)F)C)C(F)(F)F